N(1),N(12)-diacetylspermine CC(=O)NCCCNCCCCNCCCNC(=O)C